5-methyl-N-[(1R)-5-(5-methyl-1,2,4-oxadiazol-3-yl)-2,3-dihydro-1H-inden-1-yl]-[1,2,3]triazolo[1,5-a]pyridine-3-carboxamide CC1=CC=2N(C=C1)N=NC2C(=O)N[C@@H]2CCC1=CC(=CC=C21)C2=NOC(=N2)C